COC1=CC=C(CN2N=CC3=CC(=CC=C23)B2OC(C(O2)(C)C)(C)C)C=C1 1-(4-Methoxybenzyl)-5-(4,4,5,5-tetramethyl-1,3,2-dioxaborolan-2-yl)-1H-indazole